6-chloro-N-(3-chloro-4-fluorophenyl)-5-(2-((3,3-difluoro-1-(hydroxymethyl)cyclobutyl)amino)-2-oxoacetyl)-2,3-dihydro-1H-pyrrolizine-7-carboxamide ClC1=C(N2CCCC2=C1C(=O)NC1=CC(=C(C=C1)F)Cl)C(C(=O)NC1(CC(C1)(F)F)CO)=O